1,6-diphenyl-3-hexene C1(=CC=CC=C1)CCC=CCCC1=CC=CC=C1